6-bromoanthracene-1,4-diol BrC=1C=C2C=C3C(=CC=C(C3=CC2=CC1)O)O